1-[3-bromo-5-(6-chloro-8-methyl-4-oxo-3,1-benzoxazin-2-yl)pyrazol-1-yl]cyclopropanecarbonitrile BrC1=NN(C(=C1)C1=NC2=C(C(O1)=O)C=C(C=C2C)Cl)C2(CC2)C#N